C(OC1=C2N(N=CC1=O)[C@H]([C@@H]1N(C2=O)CCC1)[C@H](C1=CC=CC=C1)C1=C(C(=CC=C1)F)F)(OCCOC)=O (9aR,10S)-10-((R)-(2,3-difluorophenyl)(phenyl)methyl)-3,5-dioxo-3,5,8,9,9a,10-hexahydro-7H-pyrrolo[1',2':4,5]pyrazino[1,2-b]pyridazin-4-yl (2-methoxyethyl) carbonate